2-((1r,4r)-4-(6-(benzenesulfonyl)-2-(thiazol-4-ylmethyl)imidazo[4,5-d]Pyrrolo[2,3-b]Pyridin-1(6H)-yl)cyclohexyl)acetonitrile C1(=CC=CC=C1)S(=O)(=O)N1C=CC=2C1=NC=C1C2N(C(=N1)CC=1N=CSC1)C1CCC(CC1)CC#N